O1C(=CC=C1)C1=NC(=NC=2[C@]3([C@H](CCC12)[C@H](C(C(=C3)C#N)=O)C)C)C3=CC=NC1=CC=CC=C31 (6aR,7R,10aS)-4-(furan-2-yl)-7,10a-dimethyl-8-oxo-2-(quinolin-4-yl)-5,6,6a,7,8,10a-hexahydrobenzo[h]quinazoline-9-carbonitrile